sodium N-(4-methyl-5-propyl-1,3-thiazol-2-yl)sulfonamide CC=1N=C(SC1CCC)NS(=O)=O.[Na]